CC1=CC=C(C(=O)OC2=CC(=CC(=C2)C=NCCC2=CC=CC=C2)Br)C=C1 3-bromo-5-((phenethyl-imino)methyl)phenyl 4-methylbenzoate